O1CCC(CC1)C=1NC=2C(=C3C(=NC2)NC=C3)N1 2-(tetrahydro-2H-pyran-4-yl)-3,6-dihydroimidazo[4,5-d]Pyrrolo[2,3-b]Pyridine